1-[1-[3-(difluoromethoxy)phenyl]ethyl]-3-(3-fluoro-1-bicyclo[1.1.1]pentanyl)urea FC(OC=1C=C(C=CC1)C(C)NC(=O)NC12CC(C1)(C2)F)F